4,8-bis(trifluoromethoxy)benzo[1,2-c:4,5-c']difuran-1,3,5,7-tetraone FC(OC1=C2C(C(OC2=O)=O)=C(C2=C1C(OC2=O)=O)OC(F)(F)F)(F)F